N-((1-((2-((6-(4-amino-3-fluoropiperidin-1-yl)pyridin-3-yl)oxy)-6-(3,5-dichlorophenyl)pyridin-4-yl)methyl)piperidin-4-yl)methyl)acetamide NC1C(CN(CC1)C1=CC=C(C=N1)OC1=NC(=CC(=C1)CN1CCC(CC1)CNC(C)=O)C1=CC(=CC(=C1)Cl)Cl)F